The molecule is a 16-HETE(1-) that is the conjugate base of 16(S)-HETE, obtained by deprotonation of the carboxy group; major species at pH 7.3. It is a conjugate base of a 16(S)-HETE. It is an enantiomer of a 16(R)-HETE(1-). CCCC[C@@H](/C=C\\C/C=C\\C/C=C\\C/C=C\\CCCC(=O)[O-])O